(2S,4R)-N-[(S)-(4-cyclopropyl-3-fluorophenyl)(phenyl)methyl]-4-fluoro-1-[2-(1-methyl-1H-indol-3-yl)acetyl]pyrrolidine-2-carboxamide C1(CC1)C1=C(C=C(C=C1)[C@@H](NC(=O)[C@H]1N(C[C@@H](C1)F)C(CC1=CN(C2=CC=CC=C12)C)=O)C1=CC=CC=C1)F